N1(CC1)CCC(=O)OCC(COC(CCN1CC1)=O)(COC(CCN1CC1)=O)CO pentaerythritol tris(3-(1-aziridinyl)propionate)